C1=CC=CC2=CC3=CC=CC=C3C(=C12)COC=1C(=C(C=NO)C(=CC1C)C)C 3-(anthracen-9-ylmethoxy)-2,4,6-trimethylbenzaldehyde oxime